N1(CC1)C(C(=O)O)C.N1(CC1)C(C(=O)O)C.N1(CC1)C(C(=O)O)C.C(O)C(CC)(CO)CO Trimethylolpropane-tris[2-(1-aziridinyl) propionate]